OCCS(=O)(=O)NC1=CC(=C(C=C1)C1=C(N=C(S1)N1CCOCC1)C(=O)N)N1CCC2(CC2)CC1 (4-((2-hydroxyethyl)sulfonylamino)-2-(6-azaspiro[2.5]oct-6-yl)phenyl)-2-morpholinothiazole-4-carboxamide